3-Chloro-1-(methoxymethyl)-5,6,7,8-tetrahydroisoquinoline-4-carbonitrile ClC=1N=C(C=2CCCCC2C1C#N)COC